N1=C(C=CC=C1)C(=O)[O-] pyridine-formate